ClC1=C(OC2=NC=C(C=C2C(=O)NC=2N(N=CC2)C)C(F)(F)F)C=CC(=C1)OC(F)(F)F 2-[2-chloro-4-(trifluoromethoxy)phenoxy]-N-(2-methylpyrazol-3-yl)-5-(trifluoromethyl)pyridine-3-carboxamide